O1C=C(C2=C1C=CC=C2)C[C@H](NC(C(NC2=CC=CC=1CCOC12)=O)=O)B(O)O (R)-(2-(benzofuran-3-yl)-1-(2-oxo-2-((2,3-dihydrobenzofuran-7-yl)amino)acetamido)ethyl)boronic acid